1-(6-(3-methoxypropyl)-3-(7-(trifluoromethoxy)benzofuran-5-yl)pyrazin-2-yl)piperidine-4-carboxylic acid COCCCC1=CN=C(C(=N1)N1CCC(CC1)C(=O)O)C=1C=C(C2=C(C=CO2)C1)OC(F)(F)F